N=1CC=C2C(=CC=CC12)C(=O)NC(C(=O)O)CC1=CC=CC=C1 2-(2H-indole-4-carbonylamino)-3-phenylpropionic acid